chloro-2-(methylsulfinyl)quinolin ClC=1C(=NC2=CC=CC=C2C1)S(=O)C